9,9',9'',9'''-(4-(4,6-diphenylpyrimidin-2-yl)pyridine-2,3,5,6-tetrayl)tetrakis(1-methyl-9H-carbazole) C1(=CC=CC=C1)C1=NC(=NC(=C1)C1=CC=CC=C1)C1=C(C(=NC(=C1N1C2=CC=CC=C2C=2C=CC=C(C12)C)N1C2=CC=CC=C2C=2C=CC=C(C12)C)N1C2=CC=CC=C2C=2C=CC=C(C12)C)N1C2=CC=CC=C2C=2C=CC=C(C12)C